(3,4-dihydroxyphenyl)(dimethyl)(1-sulfomethyl)ammonium OC=1C=C(C=CC1O)[N+](CS(=O)(=O)O)(C)C